benzyl 4-(4-((tert-butyldimethylsilyl)oxy)-3-(1,3-dioxolan-2-yl)phenyl)piperidine-1-carboxylate [Si](C)(C)(C(C)(C)C)OC1=C(C=C(C=C1)C1CCN(CC1)C(=O)OCC1=CC=CC=C1)C1OCCO1